FC=1C(=C(C(=O)NOCCO)C=C(C1F)CN1OC=CCC1=O)NC1=C(C=C(C=C1)I)F 3,4-difluoro-2-(2-fluoro-4-iodophenylamino)-N-(2-hydroxyethoxy)-5-[(3-oxooxazin-2-yl)methyl]Benzamide